2-(1-(3-(benzo[d]thiazol-5-yl)phenyl)cyclopropyl)-3,5,6,7,8,9-hexahydro-4H-pyrimido[5,4-c]azepin-4-one S1C=NC2=C1C=CC(=C2)C=2C=C(C=CC2)C2(CC2)C=2NC(C=1CNCCCC1N2)=O